2-(2-furyl)-N-(thiazol-2-ylmethyl)pyrazolo[1,5-a]pyrimidin-5-amine O1C(=CC=C1)C1=NN2C(N=C(C=C2)NCC=2SC=CN2)=C1